5-chloro-4-(3,4-dichlorophenyl)-6-methyl-2-oxo-1H-pyridine-3-carboxylic acid ClC=1C(=C(C(NC1C)=O)C(=O)O)C1=CC(=C(C=C1)Cl)Cl